5-(4-(4-(4-aminophenyl)-6-morpholino-1,3,5-triazin-2-yl)piperazin-1-yl)-N-hydroxypentanamide NC1=CC=C(C=C1)C1=NC(=NC(=N1)N1CCOCC1)N1CCN(CC1)CCCCC(=O)NO